hydroxyl-N,N-diethylaniline OC1=C(N(CC)CC)C=CC=C1